(2S)-1-phenoxy-2-propylamine hydrochloride Cl.O(C1=CC=CC=C1)C[C@H](C)N